(S)-4-(tert-butoxy)-3-(4-(diethoxyphosphoryl)butanamido)-4-oxobutanoic acid C(C)(C)(C)OC([C@H](CC(=O)O)NC(CCCP(=O)(OCC)OCC)=O)=O